p-trifluoromethyl-benzenesulfonic acid FC(C1=CC=C(C=C1)S(=O)(=O)O)(F)F